1-Acetoxy-2-butanone C(C)(=O)OCC(CC)=O